NC1=NC2=CC=C(C=C2C=C1Br)C(=O)N(CC1=NC=C(C=C1)C(F)(F)F)CC1(CC1)C#N 2-amino-3-bromo-N-((1-cyanocyclopropyl)methyl)-N-((5-(trifluoromethyl)-2-pyridinyl)methyl)-6-quinolinecarboxamide